bicyclo[3.3.1]Non-6-ene-3-carboxylic acid C12CC(CC(C=CC1)C2)C(=O)O